The molecule is an organophosphate oxoanion obtained by deprotonation of the carboxy and phosphate OH groups of 5-carboxy-1-(5-O-phosphono-beta-D-ribofuranosyl)pyridinium-3-carbonyl adenylate; major species at pH 7.3. It is an organophosphate oxoanion and a monocarboxylic acid anion. It is a conjugate base of a 5-carboxy-1-(5-O-phosphono-beta-D-ribofuranosyl)pyridinium-3-carbonyl adenylate. C1=C(C=[N+](C=C1C(=O)OP(=O)([O-])OC[C@@H]2[C@H]([C@H]([C@@H](O2)N3C=NC4=C(N=CN=C43)N)O)O)[C@H]5[C@@H]([C@@H]([C@H](O5)COP(=O)([O-])[O-])O)O)C(=O)[O-]